tert-Butyl (2-(N-(1-(5-bromopyridin-2-yl)-2,2,2-trifluoroethyl)-2-chloroacetamido)ethyl)carbamate BrC=1C=CC(=NC1)C(C(F)(F)F)N(C(CCl)=O)CCNC(OC(C)(C)C)=O